[Si](C)(C)(C(C)(C)C)OC(CNC(OC(C)(C)C)=O)CO tert-butyl (2-((tert-butyldimethylsilyl)oxy)-3-hydroxypropyl)carbamate